tert-Butyl 4-(4-((5-phenoxypyridin-2-yl)amino)quinazolin-6-yl)piperazine-1-carboxylate O(C1=CC=CC=C1)C=1C=CC(=NC1)NC1=NC=NC2=CC=C(C=C12)N1CCN(CC1)C(=O)OC(C)(C)C